1'-(6-amino-5-((2-amino-3-chloropyridin-4-yl)thio)-3-fluoropyrazin-2-yl)-1,3-dihydrospiro[indene-2,4'-piperidin]-1-amine NC1=C(N=C(C(=N1)N1CCC2(CC1)C(C1=CC=CC=C1C2)N)F)SC2=C(C(=NC=C2)N)Cl